CCCCCCCCCCCCCCCCCCCC(=O)OC[C@H](COP(=O)([O-])OCC[N+](C)(C)C)OC(=O)CCCCC/C=C\\C/C=C\\C/C=C\\C/C=C\\C/C=C\\CC The molecule is a phosphatidylcholine 42:5 in which the acyl groups specified at positions 1 and 2 are eicosanoyl and (7Z,10Z,13Z,16Z,19Z)-docosapentaenoyl respectively. It is a phosphatidylcholine 42:5 and a (7Z,10Z,13Z,16Z,19Z)-docosapentaenoic acid. It derives from an icosanoic acid.